COC(=O)C1=CC=C(C=C1)C=1C(=CC(=C2C(C=C(OC12)C1=CC=C(C=C1)O)=O)OC)OC 8-(4-methoxycarbonylphenyl)-2-(4-hydroxyphenyl)-5,7-dimethoxy-4H-chromen-4-one